6,9-decanediyne CCCCCC#CCC#C